tert-butyl (4-bromo-2-(4-methoxybenzyl)-2H-indazol-6-yl)carbamate BrC=1C2=CN(N=C2C=C(C1)NC(OC(C)(C)C)=O)CC1=CC=C(C=C1)OC